C(CC)C=C[SiH3] Propylvinylsilane